thiodiethyl mercaptan S(CCS)CCS